ClC=1C2=C(N(C(N1)=O)C=1C(=NC=CC1C)C(C)C)C=C(N=C2OC)Cl 4,7-dichloro-1-(2-isopropyl-4-methylpyridin-3-yl)-5-methoxypyrido[4,3-d]pyrimidin-2(1H)-one